4-(4-Aminopiperidin-1-yl)-6-(2-hydroxy-2-methylpropoxy)pyrazolo[1,5-a]pyridine-3-carbonitrile hydrochloride salt Cl.NC1CCN(CC1)C=1C=2N(C=C(C1)OCC(C)(C)O)N=CC2C#N